3-(6-azaspiro[2.5]oct-6-yl)-5-((1-(hydroxymethyl)cyclopropyl)amino)-N-(6-(1-piperidinylsulfonyl)-2-pyridinyl)-2-pyrazinecarboxamide C1CC12CCN(CC2)C=2C(=NC=C(N2)NC2(CC2)CO)C(=O)NC2=NC(=CC=C2)S(=O)(=O)N2CCCCC2